FC1(CCC(CC1)C=1N=C(N2C1C=CC=C2)CNC(OC(C)(C)C)=O)F tert-butyl ((1-(4,4-difluorocyclohexyl)imidazo[1,5-a]pyridin-3-yl)methyl)carbamate